N-(β-aminoethyl)-γ-aminopropyldimethoxysilane NCCNCCC[SiH](OC)OC